2-(2-fluoro-6-methylpyridin-3-yl)-N-[(3S)-2-oxo-5-phenyl-1,3-dihydro-1,4-benzodiazepine-3-Yl]pyrazolo[1,5-a]pyrimidine-3-carboxamide FC1=NC(=CC=C1C1=NN2C(N=CC=C2)=C1C(=O)N[C@@H]1C(NC2=C(C(=N1)C1=CC=CC=C1)C=CC=C2)=O)C